ClC=1C=CN2C1C(NC1=C2SC(=C1)CN1CCN(CC1)C=1C=CC(=NC1)C(=O)NC)=O 5-(4-((6-chloro-5-oxo-4,5-dihydropyrrolo[1,2-a]thieno[3,2-e]pyrazin-2-yl)methyl)piperazin-1-yl)-N-methylpyridinecarboxamide